BrC=1N=C(SC1CN1N=CC(=C1)C=O)C 1-((4-bromo-2-methylthiazol-5-yl)methyl)-1H-pyrazole-4-carbaldehyde